6-(2-(1H-tetrazol-5-yl)phenyl)-N2-benzyl-N4-(4-chloro-2-fluorophenyl)-N2-isobutylpyridine-2,4-diamine N1N=NN=C1C1=C(C=CC=C1)C1=CC(=CC(=N1)N(CC(C)C)CC1=CC=CC=C1)NC1=C(C=C(C=C1)Cl)F